BrC1=CN=C2N1N=C(C=C2)N2[C@H]1CO[C@@H](C2)C1 (1R,4R)-5-(3-Bromoimidazo[1,2-b]pyridazin-6-yl)-2-oxa-5-azabicyclo[2.2.1]heptane